1-(4-fluorobenzene-1-sulfonyl)-N-[(1-methyl-1H-pyrazol-3-yl)methyl]-1H-pyrazole-3-carboxamide FC1=CC=C(C=C1)S(=O)(=O)N1N=C(C=C1)C(=O)NCC1=NN(C=C1)C